(R)-(3-(benzyl(methyl)amino)pyrrolidin-1-yl)(3,3,5-trimethyl-2,3-dihydro-1H-pyrrolo[3,2-b]pyridin-1-yl)methanone C(C1=CC=CC=C1)N([C@H]1CN(CC1)C(=O)N1CC(C2=NC(=CC=C21)C)(C)C)C